C(CCC)C=1C=CC=C2CNCC12 7-butyl-isoindoline